NC1C[C@H]([C@H](C1)NC1=C2C(=NC=C1C#N)N(C=C2)S(=O)(=O)C2=CC=CC=C2)CC 4-(((1S,2R)-4-amino-2-ethylcyclopentyl)amino)-1-(phenylsulfonyl)-1H-pyrrolo[2,3-b]pyridin-5-carbonitrile